1,2-diazinane-3-carboxylate N1NC(CCC1)C(=O)[O-]